heptyl-1,3-dimethoxypropane C(CCCCCC)C(CCOC)OC